NC1=NC=NC=2N(C3=CC=C(C=C3C21)C2=CC=C(C=C2)F)CC(=O)OCC ethyl 2-(4-amino-6-(4-fluorophenyl)-9H-pyrimido[4,5-b]indol-9-yl)acetate